(6S,9S,12S,15S,18R,19R)-9-(aminomethyl)-19-hexyl-6-(hydroxymethyl)-15-isobutyl-16,18-dimethyl-12-[(1R)-1-methylpropyl]-1-oxa-4,7,10,13,16-pentazacyclononadecane-2,5,8,11,14,17-hexone NC[C@H]1C(N[C@H](C(NCC(O[C@@H]([C@H](C(N([C@H](C(N[C@H](C(N1)=O)[C@@H](CC)C)=O)CC(C)C)C)=O)C)CCCCCC)=O)=O)CO)=O